tert-Butyl ((1-((3-((2-(2-acetamidoethoxy)-5-ethylphenyl)sulfonamido)-4-methoxybenzo[d]isoxazol-6-yl)methyl)-1H-pyrazol-4-yl)methyl)carbamate C(C)(=O)NCCOC1=C(C=C(C=C1)CC)S(=O)(=O)NC1=NOC2=C1C(=CC(=C2)CN2N=CC(=C2)CNC(OC(C)(C)C)=O)OC